4-fluoro-3-cyano-pyridoindole FC1=C2C(=CNC2=C2C(=C1)N=CC=C2)C#N